tert-butyl (2S)-4-hydroxy-4-(2-(hydroxymethyl) phenyl)-2-methylpyrrolidine-1-carboxylate OC1(C[C@@H](N(C1)C(=O)OC(C)(C)C)C)C1=C(C=CC=C1)CO